[Br-].[Br-].[Br-].C[Zr+3] methyl-zirconium (iv) tribromide